N1(CCCC1)C1=CC=C(C=N1)N1CCNCCC1 1-(6-(pyrrolidin-1-yl)pyridin-3-yl)-1,4-diazepane